ClC=1C=C(CNC2CCC3=C(C=CC(=C23)OC)OC)C=C(C1)C N-(3-chloro-5-methylbenzyl)-4,7-dimethoxy-2,3-dihydro-1H-inden-1-amine